C(C=C)(=O)N1C[C@@H](N(C[C@H]1C)C=1C2=C(N(C(N1)=O)C1=C(C=CC=C1S(=O)(=O)C)C1CC1)N=C(C(=C2)F)C2=C(C=CC=C2O)F)C ((2S,5R)-4-propenoyl-2,5-dimethylpiperazin-1-yl)-1-(2-cyclopropyl-6-(methylsulfonyl)phenyl)-6-fluoro-7-(2-fluoro-6-hydroxyphenyl)pyrido[2,3-d]pyrimidin-2(1H)-one